C(C1=CC=CC=C1)OC(=O)N[C@@H]1CN([C@H](C=C[C@@H]1C)C)C(=O)OCC1=CC=CC=C1 benzyl (3S,4S,7S)-3-(((benzyloxy) carbonyl) amino)-4,7-dimethyl-2,3,4,7-tetrahydro-1H-azepine-1-carboxylate